BrNC1=C(C=C(C=C1)F)F bromo-2,4-difluoroaniline